2-fluoro-6-(3,5-dimethoxyanilino)-9-(tetrahydro-2H-pyran-2-yl)-9H-purine FC1=NC(=C2N=CN(C2=N1)C1OCCCC1)NC1=CC(=CC(=C1)OC)OC